CC1=CC=CC(=N1)NC1=NC=NC(=C1)NC1=C(C=NC=C1)S(=O)(=O)C N4-(6-methylpyridin-2-yl)-N6-(3-(methylsulfonyl)pyridin-4-yl)pyrimidine-4,6-diamine